C(CCCCCCCCCCC)OS(=O)(=O)[O-].[Na+].C=1(C(=CC=CC1)CO)C=1C(=CC=CC1)CO 2,2'-biphenyl-dimethanol Sodium Lauryl-Sulfate